CC=1C=2N(C=NC1)N=CN2 8-methyl-[1,2,4]triazolo[1,5-C]pyrimidine